((4-(2,6-dimethylphenoxy)-6-(trifluoromethyl)pyrimidin-2-yl)thio)-N-((4-ethylphenyl)carbamoyl)acetamide CC1=C(OC2=NC(=NC(=C2)C(F)(F)F)SCC(=O)NC(NC2=CC=C(C=C2)CC)=O)C(=CC=C1)C